4-(4-chlorophenyl)-1-((1-(3-methylphenyl)-5-((S)-1-hydroxyethyl)-1H-1,2,4-triazol-3-yl)methyl)-3-((S)-3,3,3-trifluoro-2-hydroxypropyl)-1,3-dihydro-2H-imidazol-2-one ClC1=CC=C(C=C1)C=1N(C(N(C1)CC1=NN(C(=N1)[C@H](C)O)C1=CC(=CC=C1)C)=O)C[C@@H](C(F)(F)F)O